tert-butyl (R)-2-(4-(4-(((2S,6R)-4-(7-cyano-3-fluoropyrazolo[1,5-a]pyridin-4-yl)-6-methylmorpholin-2-yl)methyl)piperazin-1-yl)phenyl)morpholine-4-carboxylate C(#N)C1=CC=C(C=2N1N=CC2F)N2C[C@@H](O[C@@H](C2)C)CN2CCN(CC2)C2=CC=C(C=C2)[C@@H]2CN(CCO2)C(=O)OC(C)(C)C